2-(4-bromophenyl)-1,1,1-trifluoropropan-2-ol BrC1=CC=C(C=C1)C(C(F)(F)F)(C)O